Cl.C(OCCCNC(C(C(C)C)N)=O)(OC1=CC=C(C=C1)C=CC1=CC(=CC(=C1)OC)OC)=O (E)-3-(2-amino-3-methylbutanamido)propyl (4-(3,5-dimethoxystyryl)phenyl) carbonate Hydrochloride